C(C)(=O)N[C@H]1[C@@H](C=C(C[C@@H]1NCC=1C=C(C=C(C1)F)C1=CC=CC=C1)C(=O)O)OC(CC)CC (3R,4R,5S)-4-acetylamino-5-((5-fluoro-[1,1'-biphenyl]-3-yl)methyl)amino-3-(pentan-3-yloxy)cyclohex-1-ene-1-carboxylic acid